COC1=CC(=CC=2C(=COC21)COC2=C(C=CC=C2)CC(=O)OCC)B2OC(C(O2)(C)C)(C)C ethyl 2-(2-((7-methoxy-5-(4,4,5,5-tetramethyl-1,3,2-dioxaborolan-2-yl)benzofuran-3-yl)methoxy)phenyl)acetate